ClC1=C(C=CC=C1Cl)SC1=CN=C(C(N1)=O)N1CC2CNCC2C1 6-((2,3-dichlorophenyl)thio)-3-(hexahydropyrrolo[3,4-c]pyrrol-2(1H)-yl)pyrazin-2(1H)-one